2-(cyclohexylmethyl)-N-(4-(methylsulfonyl)but-3-en-2-yl)-4-phenoxypyrimidine-5-carboxamide C1(CCCCC1)CC1=NC=C(C(=N1)OC1=CC=CC=C1)C(=O)NC(C)C=CS(=O)(=O)C